N[C@@H](CC1=CC=C(C=C1)O)C(=O)N[O-] L-TyrosineHydroxamate